FC=1C=CC(=C(C1)O)C=1N=NC(=C2C1C=NC=C2)N[C@@H]2[C@@H](CCCC2)O 5-fluoro-2-(1-(((1s,2r)-2-hydroxycyclohexyl)amino)pyrido[3,4-d]pyridazin-4-yl)phenol